C(#N)C1=CNC2=C(C=CC(=C12)C)N(S(=O)(=O)C1=CN=C(S1)C)C N-(3-cyano-4-methyl-1H-indol-7-yl)-N,2-dimethyl-thiazole-5-sulfonamide